6-chloro-N-methyl-5-(piperidin-4-yl)pyridinecarboxamide hydrochloride Cl.ClC1=C(C=CC(=N1)C(=O)NC)C1CCNCC1